eicosanyl 2-bromopentanoate BrC(C(=O)OCCCCCCCCCCCCCCCCCCCC)CCC